COC(CC1=NC=NC(=C1)C)=O (6-methyl-pyrimidin-4-yl)-acetic acid methyl ester